C(=C)[Si](OCCOC)(OCCOC)OCCOC vinyl-tri(beta-methoxy-ethoxy)silane